2,2,5,5-tetramethyl-2,5-disila-1-azacyclopentane C[Si]1(N[Si](CC1)(C)C)C